C(C)(C)(C)OC(NC1CCC(CC1)(C)CCO)=O (4-(2-hydroxyethyl)-4-methylcyclohexyl)carbamic acid tert-butyl ester